COCCOC1=CC2=C(N(C=N2)C2=NC3=C(C=CC=C3C=C2)N2CCC(CC2)N)C=C1 1-[2-[5-(2-methoxyethoxy)benzimidazole-1-yl]quinolin-8-yl]piperidin-4-amine